COC(C1=C(C=NC=C1F)CC=NOCC1CC1)=O 3-(2-(cyclopropylmethoxyimino)ethyl)-5-fluoroisonicotinic acid methyl ester